trifluoromethyl ethyl sulfate S(=O)(=O)(OC(F)(F)F)OCC